(8-bromo-6-fluoroimidazo[1,2-a]pyridin-3-yl)(3,4,5-trifluorophenyl)methanol BrC=1C=2N(C=C(C1)F)C(=CN2)C(O)C2=CC(=C(C(=C2)F)F)F